3-methyl-6,7-dihydro-5H-cyclopenta[c]pyridin-5-ol CC1=CC2=C(C=N1)CCC2O